ClC1=C(C=C(C(=O)NC2=CC=C(C=C2)C2=NN(C(=C2)C2CC2)C)C=C1)CN1CCS(CC1)(=O)=O 4-Chloro-N-[4-(5-cyclopropyl-1-methylpyrazol-3-yl)phenyl]-3-[(1,1-dioxo-1,4-thiazinan-4-yl)methyl]benzamide